C(#C)C1=C2C(=CC(=CC2=CC=C1F)C(C#N)(C)C)C1=C(C=2N=C(N=C(C2C=N1)N(C[C@H]1NCCC1)C)N1CCOCC1)F (S)-2-(5-ethynyl-6-fluoro-4-(8-fluoro-4-(methyl(pyrrolidin-2-ylmethyl)amino)-2-morpholinopyrido[4,3-d]pyrimidin-7-yl)naphthalen-2-yl)-2-methylpropanenitrile